FC1=CC=C(C=C1)C(/C=C/C=1C=C(OC(C(=O)O)C)C=CC1)=O 3-[(E)-3-(4-Fluorophenyl)-3-oxoprop-1-enyl]phenoxylpropanoic acid